trans-4-(3-(4-((dimethylamino)methyl)-2-fluorostyryl)-1H-indazol-6-yl)pyrimidin-2-amine CN(C)CC1=CC(=C(/C=C/C2=NNC3=CC(=CC=C23)C2=NC(=NC=C2)N)C=C1)F